ClC1=CC=C(C=C1)[C@H](CC(=O)O)N1[C@@](C2=C(C=C(C=C2C1=O)C(C)(O)C1CCC1)F)(OC)C1=CC=C(C=C1)Cl (3S)-3-(4-chlorophenyl)-3-[(1R)-1-(4-chlorophenyl)-5-(1-cyclobutyl-1-hydroxyethyl)-7-fluoro-1-methoxy-3-oxo-2,3-dihydro-1H-isoindol-2-yl]propanoic acid